B(O)(O)O.FC1(N(N(C=C1[K])CC(C(F)(F)F)(F)F)F)F trifluoro-[1-(2,2,3,3,3-pentafluoropropyl)pyrazol-4-yl]Potassium borate